(2S)-2-[4-((1S)-2-oxocyclopentan-1-ylmethyl)-phenyl]propanoic acid O=C1[C@@H](CCC1)CC1=CC=C(C=C1)[C@@H](C(=O)O)C